8-(2,4-dimethoxybenzyl)-3,8-diazabicyclo[3.2.1]oct-6-ene COC1=C(CN2C3CNCC2C=C3)C=CC(=C1)OC